ClC=1C=C(C=CC1Cl)N1CCN(CC1)C(=O)OC(C)(C)C tert-Butyl 4-(3,4-dichlorophenyl)piperazine-1-carboxylate